NC=C aminoethylene